(RS)-N-(1-((5-trifluoromethylpyridin-2-yl)oxy)propan-2-yl)-5-chloro-2-methyl-6-difluoromethylpyrimidin-4-amine FC(C=1C=CC(=NC1)OC[C@@H](C)NC1=NC(=NC(=C1Cl)C(F)F)C)(F)F |r|